2-Methylpyrazolo[1,5-a]pyrimidin-5(4H)-one CC1=NN2C(NC(C=C2)=O)=C1